ClC=1C=CC=2N(C1)C=C(N2)C(=O)NC21CC(C2)(C1)C=1OC(=NN1)C1(CCC1)OC(F)(F)F 6-chloro-N-[3-[5-[3-cis-(trifluoromethoxy)cyclobutyl]-1,3,4-oxadiazol-2-yl]-1-bicyclo[1.1.1]pentanyl]imidazo[1,2-a]pyridine-2-carboxamide